CS(=O)(=O)CCO 2-(Methansulfonyl)ethan-1-ol